C(#N)C1=CC=C2C=3C(C4=C(C(C3NC2=C1)(C)C)C=C(C(=C4)CC)N4CCC(CC4)CC4CCN(CC4)CCCNC(OC(C)(C)C)=O)=O tert-butyl N-(3-{4-[(1-{3-cyano-9-ethyl-6,6-dimethyl-11-oxo-5H,6H,11H-benzo[b]carbazol-8-yl} piperidin-4-yl)methyl]piperidin-1-yl}propyl)carbamate